N-((R)-1-(2-aminopyridin-3-yl)ethyl)-7-(3-chloro-2-cyclopropyl-5-(methoxymethoxy)phenyl)-8-fluoro-5-methoxy-2-(methylsulfinyl)pyrido[4,3-d]pyrimidin-4-amine NC1=NC=CC=C1[C@@H](C)NC=1C2=C(N=C(N1)S(=O)C)C(=C(N=C2OC)C2=C(C(=CC(=C2)OCOC)Cl)C2CC2)F